4,4'-bis(hydroxymethyl)biphenyl OCC1=CC=C(C=C1)C1=CC=C(C=C1)CO